NC=1C=C(C=CC1)S(=O)(=O)NCCNC(OC(C)(C)C)=O tert-butyl (2-((3-aminophenyl)sulfonamido)ethyl)carbamate